C1(CC1)[C@H](C(C)(C)O)N1CC=2C=NC=C(C2C1=O)C1=CC=C(C=C1)C=1OC(=NN1)C |o1:3| (R or S)-2-(1-cyclopropyl-2-hydroxy-2-methylpropyl)-7-(4-(5-methyl-1,3,4-oxadiazol-2-yl)phenyl)-2,3-dihydro-1H-pyrrolo[3,4-c]pyridin-1-one